m-fluoro-p-chlorocinnamic acid FC=1C=C(C=CC(=O)O)C=CC1Cl